FC1=C(C(=O)NC2CC(C2)OC)C=C(C=C1)OC 2-fluoro-5-methoxy-N-((1r,3r)-3-methoxycyclobutyl)benzamide